3-(3-(6-(1-methyl-1H-pyrazol-4-yl)-7H-pyrrolo[2,3-d]pyrimidin-4-yl)-3,8-diazabicyclo[3.2.1]oct-8-yl)cyclobutane-1-carbonitrile CN1N=CC(=C1)C1=CC2=C(N=CN=C2N2CC3CCC(C2)N3C3CC(C3)C#N)N1